7-Chloro-1-(imidazo[1,2-a]pyridin-7-yl)quinazoline-2,4(1H,3H)-dione ClC1=CC=C2C(NC(N(C2=C1)C1=CC=2N(C=C1)C=CN2)=O)=O